2,8-dicyclohexyl-9,10-dihydro-oxa-10-phosphaphenanthrene-10-oxide C1(CCCCC1)C1=CC=2P(OC3=C(C=CC=C3C2C=C1)C1CCCCC1)=O